2,4-dichloro-6-naphthalen-1-yl-[1,3,5]triazine ClC1=NC(=NC(=N1)Cl)C1=CC=CC2=CC=CC=C12